N,N-di(i-propyl)aniline C(C)(C)N(C1=CC=CC=C1)C(C)C